N-(2-aminophenyl)-6-((6-(5-fluoro-6-methoxypyridin-3-yl)-4-methylquinazolin-8-yl)oxy)hexanamide NC1=C(C=CC=C1)NC(CCCCCOC=1C=C(C=C2C(=NC=NC12)C)C=1C=NC(=C(C1)F)OC)=O